2,2'-((((bicyclo[1.1.1]pentane-1,3-diylbis(methylene))bis(oxy))bis(ethane-2,1-diyl))bis(oxy))bis(ethan-1-ol) C12(CC(C1)(C2)COCCOCCO)COCCOCCO